CC1=CC=C(C=C1)S(=O)[O-].[Na+] sodium 4-toluenesulfinate